4-fluoro-6-{6-[3-(isopropylamino)pyrrolidin-1-yl]-1,5-naphthyridin-2-yl}-2-methyl-1,3-benzoxazol-5-ol FC1=C(C(=CC2=C1N=C(O2)C)C2=NC1=CC=C(N=C1C=C2)N2CC(CC2)NC(C)C)O